1-[4-(cyanomethyl)-1-[[4-(methanesulfonamido)phenyl]methyl]-4-piperidyl]-3-(cyclopropanecarbonylamino)pyrazole-4-carboxamide C(#N)CC1(CCN(CC1)CC1=CC=C(C=C1)NS(=O)(=O)C)N1N=C(C(=C1)C(=O)N)NC(=O)C1CC1